FC=1C=CC2=C(NC(=NS2(=O)=O)NCC2=CN=NC=C2)C1C(C)C1=C(C=CC=C1)F 6-fluoro-5-(1-(2-fluorophenyl)ethyl)-3-((pyridazin-4-ylmethyl)amino)-4H-benzo[e][1,2,4]thiadiazine 1,1-dioxide